N1(CCOCC1)C1=CC(=NC=N1)N1N=CC(=C1[O-])N1N=NC=C1.[Na+] sodium 1-[6-(morpholin-4-yl)pyrimidin-4-yl]-4-(1H-1,2,3-triazol-1-yl)-1H-pyrazol-5-olate